5-fluoroquinazolin-4(1H)-one FC1=C2C(N=CNC2=CC=C1)=O